2-chloro-4-[6-(trifluoromethyl)imidazo[1,2-a]pyridin-3-yl]pyrimidine ClC1=NC=CC(=N1)C1=CN=C2N1C=C(C=C2)C(F)(F)F